(S)-((3,4-dihydro-2-(phenyl-methyl)-2H-1-benzopyran-6-yl)methyl-thiazolidin-2,4-dione) C1(=CC=CC=C1)C[C@H]1OC2=C(CC1)C=C(C=C2)CN2C(SCC2=O)=O